3-[2-amino-2-(1,3-benzothiazol-2-yl)ethyl]benzonitrile NC(CC=1C=C(C#N)C=CC1)C=1SC2=C(N1)C=CC=C2